dimethylpropanol acetate C(C)(=O)OC(CC)(C)C